8-(((S)-1-((2S,4R)-2-(((4H-chromeno[3,4-d]thiazol-7-yl)methyl)formamido)-4-hydroxypyrrolidin-1-yl)-3,3-dimethyl-1-oxobutan-2-yl)amino)-8-oxooctanoic acid methyl ester COC(CCCCCCC(=O)N[C@H](C(=O)N1[C@@H](C[C@H](C1)O)NC(=O)CC=1C=CC2=C(C1)OCC=1N=CSC12)C(C)(C)C)=O